(S)-8-(4-chloro-2-fluorophenyl)-2,3-dimethyl-6-(2-(1-(trifluoromethyl)-1H-pyrazol-4-yl)morpholino)pyrimido[5,4-d]pyrimidin-4(3H)-one ClC1=CC(=C(C=C1)C1=NC(=NC2=C1N=C(N(C2=O)C)C)N2C[C@@H](OCC2)C=2C=NN(C2)C(F)(F)F)F